4-(5-(tert-butyl)isoxazol-3-yl)aniline methyl-3-fluoro-3-nitro-[1,1-biphenyl]-4-carboxylate COC(=O)C=1C(CC(=CC1)C1=CC=CC=C1)([N+](=O)[O-])F.C(C)(C)(C)C1=CC(=NO1)C1=CC=C(N)C=C1